tert-butyl (2-sulfanylethyl)carbamate SCCNC(OC(C)(C)C)=O